1-(5-(1,3-dioxolan-2-yl)pyridin-3-yl)-3-hydroxy-3-methylindoline O1C(OCC1)C=1C=C(C=NC1)N1CC(C2=CC=CC=C12)(C)O